FC1(CCN(CC1)C=1C=2N(C=C(N1)NC(C1=C(C=C(C=C1)S(NCC)(=O)=O)N1CCC3(CC3)CC1)=O)C=CN2)F N-(8-(4,4-difluoropiperidin-1-yl)imidazo[1,2-a]pyrazin-6-yl)-4-(N-ethylsulfamoyl)-2-(6-azaspiro[2.5]oct-6-yl)benzamide